1-naphthylboronic acid methyl-iminodiacetate COC(CNCC(=O)O)=O.C1(=CC=CC2=CC=CC=C12)B(O)O